[2-[[(1S)-2-[(1S,2S)-2-(2,4-dimethylphenyl)-1,3-dimethyl-butoxy]-1-methyl-2-oxo-ethyl]carbamoyl]-4-methoxy-3-pyridyl]oxymethyl 2-methylpropanoate CC(C(=O)OCOC=1C(=NC=CC1OC)C(N[C@H](C(=O)O[C@H]([C@@H](C(C)C)C1=C(C=C(C=C1)C)C)C)C)=O)C